O=C1NC(CCC1N1C(C2=CC=C(C=C2C1)NC(=O)N1CCC(CC1)C(=O)N)=O)=O N1-(2-(2,6-dioxopiperidin-3-yl)-1-oxoisoindolin-5-yl)piperidine-1,4-dicarboxamide